FC(C1=NC(=NO1)C=1C=CC(=NC1)N1[C@@H]2CN([C@H](C1)C2)C(=O)OC(C)(C)C)(F)F tert-butyl (1S,4S)-5-(5-(5-(trifluoromethyl)-1,2,4-oxadiazol-3-yl)pyridin-2-yl)-2,5-diazabicyclo[2.2.1]heptane-2-carboxylate